CC(CN1CCN(CC1)C)N(C)C 1-methyl-2-(4-methylpiperazin-1-yl)ethyl-dimethylamine